1-(1,4-dioxaspiro[4.5]decan-8-yl)-3-(trifluoromethyl)-1H-pyrazol-4-amine O1CCOC12CCC(CC2)N2N=C(C(=C2)N)C(F)(F)F